C(\C=C\C(=O)O)(=O)O.CN(C1=CC=C2C(=C3C(O2)=CC=CC(=C3)NC(=O)C3=NNC=N3)C1)C N-(N,N-dimethyl-2-aminocyclohepta[b]benzofur-9-yl)-1,2,4-triazole-3-carboxamide fumarate